2-(pyridin-3-yl)acrylamide N1=CC(=CC=C1)C(C(=O)N)=C